4-((S)-3-hydroxybut-1-yn-1-yl)-7-methoxyisoquinoline O[C@H](C#CC1=CN=CC2=CC(=CC=C12)OC)C